Cl[Si](C)(C)CCC(C(C(C(C(C(C(C(F)(F)F)(F)F)(F)F)(F)F)(F)F)(F)F)(F)F)(F)F chloro(3,3,4,4,5,5,6,6,7,7,8,8,9,9,10,10,10-heptadecafluorodecyl)dimethyl-silane